N-[4-(4-amino-7-methyl-5-{4-[(4-methylpyrimidin-2-yl)oxy]phenyl}-7H-pyrrolo[2,3-d]pyrimidin-6-yl)-3,5-dimethylphenyl]-2-methylprop-2-enamide NC=1C2=C(N=CN1)N(C(=C2C2=CC=C(C=C2)OC2=NC=CC(=N2)C)C2=C(C=C(C=C2C)NC(C(=C)C)=O)C)C